4-{1-[(3-Fluorophenyl)sulfonyl]-2,3-dihydro-1H-pyrrolo[2,3-c]pyridin-4-yl}benzonitrile FC=1C=C(C=CC1)S(=O)(=O)N1CCC=2C1=CN=CC2C2=CC=C(C#N)C=C2